[Cl-].OC(C[N+](C)(C)C)C beta-hydroxypropyl-trimethyl-ammonium chloride